ClC=1C=C(C=C(C1)Cl)N1CCN(CC1)C(C(CC(C)=O)C)=O 1-[4-(3,5-dichlorophenyl)piperazin-1-yl]-2-methyl-pentane-1,4-dione